(S)-3-cyano-N-(1-(1-(5-((dimethyl(oxo)-λ6-sulfaneylidene)amino)pyridin-2-yl)-1H-1,2,4-triazol-5-yl)ethyl)-5-fluorobenzamide C(#N)C=1C=C(C(=O)N[C@@H](C)C2=NC=NN2C2=NC=C(C=C2)N=S(=O)(C)C)C=C(C1)F